tert-butyl 3-(6-[[(benzyloxy) carbonyl] amino]-1,4-difluoro-5,6,7,8-tetrahydronaphthalen-2-yl)-3,8-diazabicyclo[3.2.1]octane-8-carboxylate C(C1=CC=CC=C1)OC(=O)NC1CC=2C(=CC(=C(C2CC1)F)N1CC2CCC(C1)N2C(=O)OC(C)(C)C)F